4-(N-methyl-N-(3-L-valylamino-4-methoxyphenyl)-amino)coumarin CN(C1=CC(=C(C=C1)OC)NC([C@@H](N)C(C)C)=O)C1=CC(OC2=CC=CC=C12)=O